(R)-(3-([1,1'-biphenyl]-2-ylethynyl)-1H-indazol-5-yl)(2-(4-chlorophenyl)piperazin-1-yl)methanone C1(=C(C=CC=C1)C#CC1=NNC2=CC=C(C=C12)C(=O)N1[C@@H](CNCC1)C1=CC=C(C=C1)Cl)C1=CC=CC=C1